FC(C=1C=C(C=2N(C1)C(=NN2)NC(C(=O)N)=C)C(F)(F)F)(F)F (2R)-2-[[6,8-bis(trifluoromethyl)-[1,2,4]triazolo[4,3-a]pyridine-3-yl]amino]propenamide